Cl.FC1=C(C=CC(=C1)F)C=1C(=NC(=NC1)NCC1(CCCC1)N(C)C)C 5-(2,4-difluorophenyl)-N-((1-(dimethylamino)cyclopentyl)methyl)-4-methyl-pyrimidin-2-amine, hydrochloride salt